C1(=CC=CC=C1)C1=C(C(=C(C=C1)N)C)N phenyl-methyl-1,3-diaminobenzene